2-(N-methyl-N-phenylamino)-1-phenylethanol CN(C1=CC=CC=C1)CC(O)C1=CC=CC=C1